P(=O)(OC1=CC=CC=C1)(OOCCCCCCCCCCCC)[O-] phenyl dodecyloxy phosphate